O1C(CCC1)CCO 2-(oxacyclopent-2-yl)ethanol